methyl 7-[2-[benzyl(2-hydroxyethyl)amino]-1-hydroxy-ethyl]-1-(2-trimethylsilylethoxymethyl)benzimidazole-4-carboxylate C(C1=CC=CC=C1)N(CC(O)C1=CC=C(C2=C1N(C=N2)COCC[Si](C)(C)C)C(=O)OC)CCO